(2-((2-aminoethyl)amino)ethyl)acrylamide NCCNCCC(C(=O)N)=C